(-)-menthyl pyrrolidonecarboxylate N1(C(CCC1)=O)C(=O)OC1CC(CCC1C(C)C)C